C(C1=CC=CC=C1)NC12CC(C(CC1)(CC2)C(=O)O)=O 4-(benzylamino)-2-oxobicyclo[2.2.2]octane-1-carboxylic acid